C(C)N(CCO)C1=CC=CC=C1 2-(N-ethylphenylamino)ethanol